5-({1-[(1-aminocyclopropyl)methyl]azetidin-3-yl}oxy)-2-hydroxy-1,1a,2,7b-tetrahydrocyclopropa[c][1,2]benzoxaborinine-4-carboxylic acid NC1(CC1)CN1CC(C1)OC1=C(C2=C(C3C(B(O2)O)C3)C=C1)C(=O)O